8-acetoxy-2-chloro-7,8-dihydro-1,6-naphthyridine-6(5H)-carboxylic acid tert-butyl ester C(C)(C)(C)OC(=O)N1CC=2C=CC(=NC2C(C1)OC(C)=O)Cl